ClC1=NC=C(C(=C1)C(=O)NCCC1=C(C=CC=C1)Cl)OC1=CC(=CC=C1)C 2-chloro-N-[2-(2-chlorophenyl)ethyl]-5-(3-methylphenoxy)pyridine-4-carboxamide